C(C)(C)(C)OC(=O)N1C[C@H](NCC1)C(=O)O (S)-4-(tert-Butoxycarbonyl)piperazine-2-carboxylic acid